OCC1=CC=C(O1)C1=NC=2C(=C3C(=NC2)NC=C3)N1[C@@H]1CC[C@H](CC1)C#N trans-4-(2-(5-(Hydroxymethyl)furan-2-yl)imidazo[4,5-d]pyrrolo[2,3-b]pyridin-1(6H)-yl)cyclohexanecarbonitrile